tert-butyl 5-amino-2-(bis(tert-butoxycarbonyl)amino)-1H-benzo[d]imidazole-1-carboxylate NC1=CC2=C(N(C(=N2)N(C(=O)OC(C)(C)C)C(=O)OC(C)(C)C)C(=O)OC(C)(C)C)C=C1